11α,17β-dihydroxyandrost-1,4-dien-3-one O[C@H]1[C@@H]2[C@]3(C=CC(C=C3CC[C@H]2[C@@H]2CC[C@@H]([C@@]2(C)C1)O)=O)C